2,2,2-Trifluoroethyl 2-[ethyl-[[2-methyl-4-(pentafluoro-sulfanyl)phenyl]methyl]amino]-2-oxo-acetate 2,2,2-Trifluoroethyl-2-chloro-2-oxo-acetate FC(COC(C(=O)Cl)=O)(F)F.C(C)N(C(C(=O)OCC(F)(F)F)=O)CC1=C(C=C(C=C1)S(F)(F)(F)(F)F)C